S1C=NC2=C1C=C(C=C2)S(=O)(=O)N2C(=CC1=CC(=CC=C21)Cl)CCCC(=O)O 4-[1-(1,3-benzothiazol-6-ylsulfonyl)-5-chloroindol-2-yl]butanoic acid